(1S,2S)-ethyl 2-formylcyclopropanecarboxylate C(=O)[C@@H]1[C@H](C1)C(=O)OCC